(S)-3-(3,4-dihydroxyphenyl)-2-(((E)-3-(2-((E)-3,4-dihydroxystyryl)-3,4-dihydroxyphenyl)propenoyl)oxy)propanoic acid OC=1C=C(C=CC1O)C[C@@H](C(=O)O)OC(\C=C\C1=C(C(=C(C=C1)O)O)\C=C\C1=CC(=C(C=C1)O)O)=O